(2S,4R)-5,5-dihydroxy-9-[1-(2-methyl-D-seryl)azetidin-3-yl]oxy-6-oxa-5-boranuidatricyclo[5.4.0.02,4]undeca-1(11),7,9-triene-8-carboxylic acid O[B-]1([C@@H]2C[C@@H]2C2=CC=C(C(=C2O1)C(=O)O)OC1CN(C1)C([C@](N)(CO)C)=O)O